CN(C)[S+](N(C)C)N(C)C.ClC=1C=C(C=CC1)O 3-chlorophenol tris(dimethylamino)sulfonium salt